1,1-difluoroethylene carbonate C1(OC(CO1)(F)F)=O